N-[3-(dimethylamino)quinolin-8-yl]-1-ethyl-1H-imidazole-2-sulfonamide CN(C=1C=NC2=C(C=CC=C2C1)NS(=O)(=O)C=1N(C=CN1)CC)C